C(C)(C)C1=NN=C2N1C[C@H](CC2)N2N=C1N=C(C=CC1=C2)C2=C(C=C(C=C2C)C(F)(F)F)O |o1:9| (S or R)-2-(2-(3-isopropyl-5,6,7,8-tetrahydro-[1,2,4]triazolo[4,3-a]pyridin-6-yl)-2H-pyrazolo[3,4-b]pyridin-6-yl)-3-methyl-5-(trifluoromethyl)phenol